F[C@@H]1[C@H]2CC[C@@H](C[C@@H]1N(C=1N=CC(=NC1)C1=C(C=C(C=C1)C1=NN(C=N1)C)O)C)N2 2-(5-{[(1R,2R,3S,5S)-2-fluoro-8-azabicyclo[3.2.1]octan-3-yl](methyl)amino}pyrazin-2-yl)-5-(1-methyl-1H-1,2,4-triazol-3-yl)phenol